C(C)(C)C1=NC(=CC=C1)OCCOC1OCCCC1 2-isopropyl-6-(2-((tetrahydro-2H-pyran-2-yl)oxy)ethoxy)pyridine